3-propyl-bicyclo[2.2.1]-5-heptene-2-carbaldehyde C(CC)C1C(C2C=CC1C2)C=O